9,9-bis[4-(2-hydroxyethoxy)-3-ethylphenyl]fluorene (R)-tert-butyl-3-((4-((3-chloro-2-fluorophenyl)amino)-6-nitroquinazolin-7-yl)ethynyl)-3-methylpyrrolidine-1-carboxylate C(C)(C)(C)OC(=O)N1C[C@@](CC1)(C)C#CC1=C(C=C2C(=NC=NC2=C1)NC1=C(C(=CC=C1)Cl)F)[N+](=O)[O-].OCCOC1=C(C=C(C=C1)C1(C2=CC=CC=C2C=2C=CC=CC12)C1=CC(=C(C=C1)OCCO)CC)CC